1-(7-acryloyl-7-azaspiro[3.5]nonan-2-yl)-3-(2,6-dichloro-3,5-dimethoxyphenyl)-7-(methylamino)-3,4-dihydropyrimido[4,5-d]pyrimidin-2(1H)-one C(C=C)(=O)N1CCC2(CC(C2)N2C(N(CC=3C2=NC(=NC3)NC)C3=C(C(=CC(=C3Cl)OC)OC)Cl)=O)CC1